(trans)-Methyl 4-(2-chloro-4-fluorophenyl)-6-(4-(2-hydroxyethylsulfonamido) cyclohexyl)-2-(thiazol-2-yl)-1,4-dihydropyrimidine-5-carboxylate ClC1=C(C=CC(=C1)F)C1N=C(NC(=C1C(=O)OC)[C@@H]1CC[C@H](CC1)NS(=O)(=O)CCO)C=1SC=CN1